Cl.N[C@@]1(C(NC(CC1)=O)=O)C (S)-3-amino-3-methylpiperidine-2,6-dione hydrochloride